CN1N=NN=C1SC1=C(C(=O)Cl)C=C(C=C1)S(=O)(=O)C(F)(F)F 2-(1-methyltetrazol-5-yl)sulfanyl-5-(trifluoromethylsulfonyl)benzoyl chloride